ClC=1N=C2C(=C(C(NC2=CC1C1CC1)=O)[N+]1=CC=CC=C1)C1=C2C=NNC2=C(C=C1)F 6-Chloro-7-cyclopropyl-4-(7-fluoro-1H-indazol-4-yl)-3-pyridin-1-ium-1-yl-1H-1,5-naphthyridin-2-one